NC1=CC=C(C=C1)C(C(CO)N1C(C2=CC=CC=C2C1=O)=O)O 2-[2-(4-aminophenyl)-2-hydroxy-1-(hydroxymethyl)ethyl]-isoindoline-1,3-dione